2,4,6-trioxatriborinan B1OBOBO1